(3,4-dichloro-5-fluoro-1H-indol-2-yl)((3R)-3-(3-(dimethylamino)pyrrolidine-1-carbonyl)pyrrolidin-1-yl)methanone ClC1=C(NC2=CC=C(C(=C12)Cl)F)C(=O)N1C[C@@H](CC1)C(=O)N1CC(CC1)N(C)C